N1CC(C1)N1N=C2CN([C@@H](CC2=C1)C)C(=O)OC(C)(C)C tert-butyl (5R)-2-(azetidin-3-yl)-5-methyl-5,7-dihydro-4H-pyrazolo[3,4-c]pyridine-6-carboxylate